2-[5-(1,7-diazaspiro[3.5]nonan-1-yl)[1,3]thiazolo[5,4-d][1,3]thiazol-2-yl]-5-(1H-pyrazol-4-yl)pyridin-3-ol hydrochloride Cl.N1(CCC12CCNCC2)C=2SC1=C(N2)SC(=N1)C1=NC=C(C=C1O)C=1C=NNC1